4-amino-1-naphthol hydrochloride Cl.NC1=CC=C(C2=CC=CC=C12)O